methyl-O-benzyl-L-serine dicyclohexylammonium salt C1(CCCCC1)[NH2+]C1CCCCC1.CN[C@@H](COCC1=CC=CC=C1)C(=O)[O-]